BrC1=CC=C(C=C1)C1C2CCC(C1)CC2 2-(4-bromophenyl)bicyclo[2.2.2]Octane